2-methyl-4-n-butylstyrene CC1=C(C=C)C=CC(=C1)CCCC